6-[3-[2-oxo-3-(3-oxo-4H-pyrido[3,2-b][1,4]oxazin-6-yl)-1,3-oxazolidin-5-yl]propylamino]-6,7-dihydro-5H-cyclopenta[c]pyridine-1-carbonitrile O=C1OC(CN1C=1C=CC=2OCC(NC2N1)=O)CCCNC1CC2=C(C(=NC=C2)C#N)C1